CN1CCN(CC1)C1=CC=C(C=C1)[C@H](C)NC(CCC1=NC2=C(C=NC=C2)N1CC1=CC=C(C=C1)OC(F)(F)F)=O N-{(S)-1-[4-(4-Methyl-piperazin-1-yl)-phenyl]-ethyl}-3-[3-(4-trifluoromethoxy-benzyl)-3H-imidazo[4,5-c]pyridin-2-yl]-propionamide